2-chloro-5H-pyrrolo[3,2-d]Pyrimidine ClC=1N=CC2=C(N1)C=CN2